C(C)(C)(C)OC(NC1CCN(CC1)C1=C(C=CC=C1CO)F)=O [1-(2-fluoro-6-hydroxymethyl-phenyl)-piperidin-4-yl]-carbamic acid tert-butyl ester